2-(((1r,4r)-4-((3-phenyl-3-m-tolylureido)methyl)cyclohexyl)methoxy)acetic acid C1(=CC=CC=C1)N(C(NCC1CCC(CC1)COCC(=O)O)=O)C=1C=C(C=CC1)C